tert-butyl 2-[[4-(3-cyanophenyl)-5-(4-methylquinazolin-6-yl)thiazol-2-yl]carbamoyl]-6-oxa-2,9-diazaspiro[4.5]decane-9-carboxylate C(#N)C=1C=C(C=CC1)C=1N=C(SC1C=1C=C2C(=NC=NC2=CC1)C)NC(=O)N1CC2(CC1)OCCN(C2)C(=O)OC(C)(C)C